N1=C(NCC1)C=1C=C(C=CC1)NC(=O)NC1=CC=C(C=C1)C N-[3-(4,5-dihydro-3H-imidazol-2-yl)phenyl]-1-[(4-methylphenyl)amino]methanamide